S1N=NC=C1C1C(=CNC2=NC=CC=C12)C(=O)O (4-thiadiazol-5-yl)-1,4-dihydro-1,8-naphthyridine-3-carboxylic acid